[Pd].C1(=CC=CC=C1)P(C1=CC=CC=C1)C1=CC=CC=C1.C1(=CC=CC=C1)P(C1=CC=CC=C1)C1=CC=CC=C1.C1(=CC=CC=C1)P(C1=CC=CC=C1)C1=CC=CC=C1.C1(=CC=CC=C1)P(C1=CC=CC=C1)C1=CC=CC=C1 tetratriphenylphosphine palladium